O=C1NC(CCC1N1C(C2=CC=CC(=C2C1=O)NCCOCCOCCCO)=O)=O 3-(2-(2-((2-(2,6-dioxopiperidin-3-yl)-1,3-dioxoisoindolin-4-yl)amino)ethoxy)ethoxy)propanol